OC(C(=O)N[C@@H](CO)[C@@H]([C@@H](CCCCCCCCCCCCCC)O)O)CCCCCCCCCCCCCCCC 2-hydroxy-N-((2S,3S,4R)-1,3,4-trihydroxyoctadecan-2-yl)octadecanamide